FC1=CC=C(C=C1)C=1NC2=CC=CC=C2C1CCNC(C)=O N-[2-[2-(4-fluorophenyl)-1H-indol-3-yl]ethyl]acetamide